C(C=C)(=O)N1[C@H](CN(CC1)C=1C2=C(N=C(N1)OC[C@H]1N(CC(C1)(F)F)C)OC1(CC2)CCCC2=CC=CC=C21)CC#N 2-((2S)-1-acryloyl-4-(2'-(((S)-4,4-difluoro-1-methylpyrrolidin-2-yl)methoxy)-3,4,5',6'-tetrahydro-2H-spiro[naphthalene-1,7'-pyrano[2,3-d]pyrimidin]-4'-yl)piperazin-2-yl)acetonitrile